CC(C(CN1[C@@H](CN(CC1)C(=O)OC(C)(C)C)C(=O)OC)=O)C 1-(tert-butyl) 3-methyl (S)-4-(3-methyl-2-oxobutyl)piperazine-1,3-dicarboxylate